(R)-2-(2-((5-(1-aminoisoquinolin-5-yl)-1-(sec-butyl)-1H-indazol-3-yl)methoxy)phenyl)acetic acid NC1=NC=CC2=C(C=CC=C12)C=1C=C2C(=NN(C2=CC1)[C@H](C)CC)COC1=C(C=CC=C1)CC(=O)O